BrC1=CC=C(C=C1)C(C(=O)Cl)(C)C (4-bromophenyl)-2-methylpropanoyl chloride